N[C@H]1[C@@H]2[C@H](N([C@H]1COC1CCC(CC1)C1=CC(=CC=C1)F)C(=O)OC)CCC2 methyl (2R,3S,3aR,6aR)-3-amino-2-(((4-(3-fluorophenyl)cyclohexyl)-oxy)-methyl)hexahydrocyclopenta[b]pyrrole-1(2H)-carboxylate